6-((4-oxa-7-azaspiro[2.5]octan-7-yl)methyl)-2-(3-(3-((4-methyl-4H-1,2,4-triazol-3-yl)methyl)oxetan-3-yl)phenyl)-4-(trifluoromethyl)isoindolin-1-one C1CC12OCCN(C2)CC2=CC(=C1CN(C(C1=C2)=O)C2=CC(=CC=C2)C2(COC2)CC2=NN=CN2C)C(F)(F)F